3-((6-methoxyquinolin-4-yl)amino)-N-(3-(pyridin-4-ylamino)phenyl)benzamide COC=1C=C2C(=CC=NC2=CC1)NC=1C=C(C(=O)NC2=CC(=CC=C2)NC2=CC=NC=C2)C=CC1